The molecule is a pyrazine that is substituted by a methoxycarbonyl group at position 2 and an amino group at position 3. It is a member of pyrazines, a methyl ester and an aromatic amine. COC(=O)C1=NC=CN=C1N